C12COCC(CC1)N2C=2SC1=C(N2)C=CC(=C1)N 2-(3-oxa-8-azabicyclo[3.2.1]octan-8-yl)benzo[d]thiazol-6-amine